1-(7-nitro-9,9-diallyl-fluoren-2-yl)-1-(2-methylphenyl)methanone-oxime acetate C(C)(=O)O.[N+](=O)([O-])C1=CC=C2C=3C=CC(=CC3C(C2=C1)(CC=C)CC=C)C(=NO)C1=C(C=CC=C1)C